ClC=1C=NC=C(C1[C@@H](C)OC=1C=C2C(=NN(C2=CC1)C1OCCCC1)C=1C=C(C(=NC1)NC1CCOCC1)C)Cl 5-[5-[(1R)-1-(3,5-Dichloro-4-pyridyl)ethoxy]-1-tetrahydropyran-2-yl-indazol-3-yl]-3-methyl-N-tetrahydropyran-4-yl-pyridin-2-amine